1-((2-(3-(diethylamino)propoxy)-3-isopropylnaphthalen-1-yl)methyl)-3-isopropylnaphthalen-2-ol C(C)N(CCCOC1=C(C2=CC=CC=C2C=C1C(C)C)CC1=C(C(=CC2=CC=CC=C12)C(C)C)O)CC